2-methyl-2-(4-((5-oxo-4-(4-(trifluoromethoxy)phenyl)-4,5-dihydro-1H-1,2,4-triazol-1-yl)methyl)-2-(trifluoromethoxy)phenoxy)propanoic acid CC(C(=O)O)(C)OC1=C(C=C(C=C1)CN1N=CN(C1=O)C1=CC=C(C=C1)OC(F)(F)F)OC(F)(F)F